FC1=CC=C(C=C1)C1=NC=2C(=NC(=CC2)N2CC(C2)O)N1C1=CC=NC=C1 1-[2-(4-fluorophenyl)-3-(pyridin-4-yl)-3H-imidazo[4,5-b]pyridin-5-yl]azetidin-3-ol